8-iodo-7-nitro-3,4-dihydroisoquinoline-2(1H)-carboxylic acid tert-butyl ester C(C)(C)(C)OC(=O)N1CC2=C(C(=CC=C2CC1)[N+](=O)[O-])I